diphenyl-P-styryl-phosphine C1(=CC=CC=C1)P(C=CC1=CC=CC=C1)C1=CC=CC=C1